FC1=CC=C(C=C1)N1C(C(=C(C=C1)C)C(=O)O)=O 1-(4-fluorophenyl)-4-methyl-2-oxo-1,2-dihydropyridine-3-carboxylic acid